2-((3S,3aR,6R,6aS)-6-((tert-butyldimethyl-silyl)oxy)hexahydrofuro-[3,2-b]furan-3-yl)isoindoline-1,3-dione C(C)(C)(C)[Si](O[C@@H]1CO[C@H]2[C@@H]1OC[C@@H]2N2C(C1=CC=CC=C1C2=O)=O)(C)C